ClC1=C(C=CC(=C1)C=1C=C2C(=NN=C(C2=CC1)NCC1=C(C=C(C=C1)OC)OC)C)CC(=O)OCC ethyl 2-[2-chloro-4-[1-[(2,4-dimethoxyphenyl)methylamino]-4-methylphthalazin-6-yl]phenyl]acetate